NC1(CC(N(CC1)C(=O)OC(C)(C)C)C)C(=O)O 4-amino-1-(tert-butoxycarbonyl)-2-methylpiperidine-4-carboxylic acid